FC1(CC(C1)(C1=CN=NN1C)NC(C(=O)C=1N2CCCC2=C(C1C)C(=O)NC1=CC=C(C=C1)F)=O)F 5-(2-((3,3-difluoro-1-(1-methyl-1H-1,2,3-triazol-5-yl)cyclobutyl)amino)-2-oxoacetyl)-N-(4-fluorophenyl)-6-methyl-2,3-dihydro-1H-pyrrolizine-7-carboxamide